FC(C(C1=CC(=CC=C1)C(F)(F)F)NC(=O)NC1CC(C1)(C(F)(F)F)O)F 1-[2,2-Difluoro-1-(3-trifluoromethyl-phenyl)-ethyl]-3-(3-hydroxy-3-trifluoromethyl-cyclobutyl)-urea